BrC=1C2=C(N(C(CC1C=1OC(=NN1)C)=O)CC1=CC(=C(C=C1)C)F)C=C(C=C2)Cl 5-bromo-8-chloro-1-(3-fluoro-4-methylbenzyl)-4-(5-methyl-1,3,4-oxadiazol-2-yl)-1,3-dihydro-2H-benzo[b]azepin-2-one